N=1SN=C2C1C=CC=C2CNC(N(C)C)=O 3-(2,1,3-benzothiadiazol-4-ylmethyl)-1,1-dimethyl-urea